lithium 2,2,6,6-tetramethylpiperidine-1-id CC1([N-]C(CCC1)(C)C)C.[Li+]